CC=1OC(=CC1C(=O)NC1=NC(=NS1)CC(C)N1CCCCC1)C1=CC(=CC=C1)OC(F)F 2-methyl-5-(3-(difluoromethoxy)phenyl)-N-(3-(2-(piperidin-1-yl)propyl)-1,2,4-thiadiazol-5-yl)furan-3-carboxamide